C(CCCCC(=O)OC1=CC=C2C3=C1O[C@@H]1[C@]34CCN([C@@H]([C@@H]4CCC1=O)C2)C)(=O)OC2=CC=C1C4=C2O[C@@H]2[C@]43CCN([C@@H]([C@@H]3CCC2=O)C1)C bis((4R,4aR,7aR,12bS)-3-methyl-7-oxo-2,3,4,4a,5,6,7,7a-octahydro-1H-4,12-methanobenzofuro[3,2-e]isoquinolin-9-yl) adipate